C1(=CC=CC=C1)C[S@](=O)CC(=O)N (S)-2-(phenylmethylsulfinyl)acetamide